(R)-N-(3-chloro-5-(methylsulfonamido)phenyl)-4-(3-(1-(3,5-difluorophenyl)ethoxy)-5-fluoropyridin-2-yl)-5-methylthiophene-2-carboxamide ClC=1C=C(C=C(C1)NS(=O)(=O)C)NC(=O)C=1SC(=C(C1)C1=NC=C(C=C1O[C@H](C)C1=CC(=CC(=C1)F)F)F)C